(3-((3-((4-amino-6-chloro-pyrazolo[3,4-d]pyrimidin-1-yl)methyl)-4-bromo-phenyl)methoxy)phenyl)methanol NC1=C2C(=NC(=N1)Cl)N(N=C2)CC=2C=C(C=CC2Br)COC=2C=C(C=CC2)CO